1-(2-naphthalenyl)ethanone O-(2-phenylacetyl)oxime C1(=CC=CC=C1)CC(=O)ON=C(C)C1=CC2=CC=CC=C2C=C1